3-(perfluorobutyl)-2-hydroxypropyl methacrylate C(C(=C)C)(=O)OCC(CC(C(C(C(F)(F)F)(F)F)(F)F)(F)F)O